C(CCCCCCCCCCCCCCCCC)C(C(=O)O)=C.C(C=C)(=O)OCCCCCCCCCCCCCCCCCC stearyl acrylate (Stearyl Acrylate)